6-ethylsulfanyl-1,3-dimethyl-N-[2-(methylamino)-5-(trifluoromethyl)-3-pyridyl]-2-oxo-benzimidazole-5-carboxamide C(C)SC=1C(=CC2=C(N(C(N2C)=O)C)C1)C(=O)NC=1C(=NC=C(C1)C(F)(F)F)NC